S(=O)([O-])OS(=O)[O-].[K+].[K+] di-potassium disulphite